C(C#CC(=O)[O-])(=O)OC methyl but-2-ynedioate